monoaminoamine NN